ClC1=CC=C2C(=NC=NC2=C1)NCCCCN1C(NC2(CC2)C1=O)=O 6-(4-((7-Chloroquinazolin-4-yl)amino)butyl)-4,6-diazaspiro[2.4]heptane-5,7-dione